OCCN1C(C(CC1)N1C(C(=CC=C1)COC=1C=CC2=C(C=C(O2)C)C1)C)=O N-(1-(2-hydroxyethyl)-2-oxopyrrolidin-3-yl)-2-methyl-5-((2-methylpyridin-3-yl)methoxy)benzofuran